COC(=O)C1(CC1)NC(CN1CCOCC1)=O 1-[2-(morpholin-4-yl)acetamido]cyclopropane-1-carboxylic acid methyl ester